methyldi-t-butylsilyl fluoride C[Si](C(C)(C)C)(C(C)(C)C)F